(6-(5-chloro-1-((5-(3-fluoro-4-methoxyphenyl)pyrazin-2-yl)methyl)-1H-indazol-7-carboxamido)spiro[3.3]heptan-2-yl)acetic acid ClC=1C=C2C=NN(C2=C(C1)C(=O)NC1CC2(CC(C2)CC(=O)O)C1)CC1=NC=C(N=C1)C1=CC(=C(C=C1)OC)F